8-(4-acetamidophenyl)-2-(4-(benzyloxy)phenyl)-5,7-dimethoxy-4H-chromen-4-one C(C)(=O)NC1=CC=C(C=C1)C=1C(=CC(=C2C(C=C(OC12)C1=CC=C(C=C1)OCC1=CC=CC=C1)=O)OC)OC